ClC=1C=C2C(OCC=3C=CC(=CC3C3=CC=C(C(NS(C(C1OC)=C2)(=O)=O)=C3)C3CC3)F)=O 13-chloro-19-cyclopropyl-4-fluoro-14-methoxy-16,16-dioxo-9-oxa-16λ6-thia-17-azatetracyclo[16.3.1.111,15.02,7]tricosa-1(21),2(7),3,5,11,13,15(23),18(22),19-nonaen-10-one